3-(3-hydroxypropyl)-2-(1H-indol-2-yl)quinazolin-4(3H)-one OCCCN1C(=NC2=CC=CC=C2C1=O)C=1NC2=CC=CC=C2C1